CN1[C@H]2CC(C[C@@H]1CC2)OC(C(=C)C2=CC=CC=C2)=O (1r,3r,5s)-8-methyl-8-azabicyclo[3.2.1]oct-3-yl-2-phenylacrylate